C(OC1=CC=C(C=C1)CNC(=O)OC(C)(C)C)(=O)Cl 4-(((tert-butoxycarbonyl)amino)methyl)phenyl carbonochloridate